2,2'-[(9,10-dihydro-9,10-dioxo-1,4-anthracenediyl)diimino]bis-[5-methylbenzenesulfonic acid] O=C1C2=CC=CC=C2C(C=2C(=CC=C(C12)NC1=C(C=C(C=C1)C)S(=O)(=O)O)NC1=C(C=C(C=C1)C)S(=O)(=O)O)=O